2-methylpropan-2-yl 3-iodo-1,4,5,6-tetrahydropyrrolo[4,3-c]pyrazole-5-carboxylate IC=1C2=C(NN1)CN(C2)C(=O)OC(C)(C)C